C1=CC=CC=2C3=CC=CC=C3C(C12)COC(=O)NCCC(=O)O 3-(9H-fluoren-9-ylmethoxycarbonylamino)propionic acid